Valinyl-N-methyl-L-alanyl-anthranyl-L-alanine N[C@@H](C(C)C)C(=O)N([C@@H](C)C(=O)N([C@@H](C)C(=O)O)C1=CC=CC2=CC3=CC=CC=C3C=C12)C